4-((7-methoxy-2-methyl-1H-imidazo[4,5-c][1,8]naphthyridin-1-yl)methyl)benzene-sulfonamide COC=1C=CC=2C3=C(C=NC2N1)N=C(N3CC3=CC=C(C=C3)S(=O)(=O)N)C